NC1=C(C=CC(=C1)S(=O)(=O)C)N1CCN(CC1)C(C1=C(C=C(C=C1)F)C)C(=O)C(N1CCN(CC1)C1=C(C=C(C=C1)S(=O)(=O)C)N)C1=C(C=C(C=C1)F)C (4-(2-amino-4-(methylsulfonyl)phenyl)piperazin-1-yl)(4-fluoro-2-methylphenyl)methylKetone